NC=1N=C(C=2OCC(NC2N1)C(F)(F)F)N1C[C@@H](CC1)NC(OC(C)(C)C)=O tert-butyl ((3R)-1-(2-amino-7-(trifluoromethyl)-7,8-dihydro-6H-pyrimido[5,4-b][1,4]oxazin-4-yl)pyrrolidin-3-yl)carbamate